2-[(Pyridin-4-ylmethyl)sulfanyl]ethyl 4-[2-(4-fluorophenyl)-4-oxo-1,3-thiazolidin-3-yl]-3-methylbenzoate FC1=CC=C(C=C1)C1SCC(N1C1=C(C=C(C(=O)OCCSCC2=CC=NC=C2)C=C1)C)=O